tert-Butyl 4-((2-(3,5-dichlorophenyl)-6-((2-(4-(3-ethoxy-3-oxopropyl)piperazin-1-yl)pyrimidin-5-yl)oxy)pyridin-4-yl)methyl)piperazine-1-carboxylate ClC=1C=C(C=C(C1)Cl)C1=NC(=CC(=C1)CN1CCN(CC1)C(=O)OC(C)(C)C)OC=1C=NC(=NC1)N1CCN(CC1)CCC(=O)OCC